phenyl (1-phenylazetidin-3-yl)carbamate C1(=CC=CC=C1)N1CC(C1)NC(OC1=CC=CC=C1)=O